7-amino-8-(5-methyl-1H-indazol-4-yl)-2-(pyridin-3-ylmethoxy)benzofuro[3,2-b]pyridine-6-carbonitrile NC1=C(C2=C(C=C1C1=C3C=NNC3=CC=C1C)C1=NC(=CC=C1O2)OCC=2C=NC=CC2)C#N